C1=C(C=CC2=CC=CC=C12)C=1N=C2OC=CN2C1C(=O)NCC(C)NC(OC(C)(C)C)=O Tert-butyl (1-(6-(naphthalen-2-yl)imidazo[2,1-b]oxazole-5-carboxamido)propan-2-yl)carbamate